C(C=C)N1N(C2=NC(=CC=C2C1=O)NC1=NC=C(C(=C1)N[C@H](CO)C1=CC=CC=C1)C=1OC(=NN1)C(C)(C)O)C(C)C (S)-2-allyl-6-((4-((2-hydroxy-1-phenylethyl)amino)-5-(5-(2-hydroxypropan-2-yl)-1,3,4-oxadiazol-2-yl)pyridin-2-yl)amino)-1-isopropyl-1,2-dihydro-3H-pyrazolo[3,4-b]pyridin-3-one